C(C)N1C(=NN(C1=O)C=1C=C2C(=CN(C(C2=CC1F)=O)C1C(CCC1)C)C(C)C)CO 6-(4-ethyl-3-(hydroxymethyl)-5-oxo-4,5-dihydro-1H-1,2,4-triazol-1-yl)-7-fluoro-4-isopropyl-2-(2-methylcyclopentyl)isoquinolin-1(2H)-one